C(C)(C)(CC)NC1C(CCCC1)N N-(tert-amyl)cyclohexane-1,2-diamine